[O-2].[Ta+5].[Ti+4].[Ce+3].[In+3] indium-cerium-titanium-tantalum oxide